(S)-2-(4-(5-(3,5-difluorophenyl)-4,5-dihydro-1H-pyrazole-1-carbonyl)piperazin-1-yl)-5-fluoropyrimidine-4-carboxylic acid FC=1C=C(C=C(C1)F)[C@@H]1CC=NN1C(=O)N1CCN(CC1)C1=NC=C(C(=N1)C(=O)O)F